Cl.COC1CCC(CC1)N (1r,4r)-4-methoxycyclohexylamine hydrochloride